(S)-3-((2-(Piperazin-1-yl)pyridin-4-yl)amino)piperidine-2,6-dione N1(CCNCC1)C1=NC=CC(=C1)N[C@@H]1C(NC(CC1)=O)=O